4-(2-methyl-5-nitro-1H-indol-3-yl)thiazol-2-amine hydrobromide Br.CC=1NC2=CC=C(C=C2C1C=1N=C(SC1)N)[N+](=O)[O-]